8-bromo-6-fluoro-7-(8-methyl-2,3-dihydro-1H-pyrido[2,3-b][1,4]oxazin-7-yl)-N~2~-(2'-methyl-2',3'-dihydro-1'H-spiro[cyclopropane-1,4'-isoquinolin]-7'-yl)quinazoline-2,5-diamine BrC1=C(C(=C(C=2C=NC(=NC12)NC1=CC=C2C3(CN(CC2=C1)C)CC3)N)F)C3=C(C1=C(OCCN1)N=C3)C